1-(2,6-bis(benzyloxy)pyridin-3-yl)-5-bromo-3-isopropyl-1H-benzo[d]imidazol-2(3H)-one C(C1=CC=CC=C1)OC1=NC(=CC=C1N1C(N(C2=C1C=CC(=C2)Br)C(C)C)=O)OCC2=CC=CC=C2